4-chloro-5-[4-[(1S)-1-(2-ethylpyridin-3-yl)ethyl]piperazin-1-yl]-2,3-dihydropyridazin-3-one ClC=1C(NN=CC1N1CCN(CC1)[C@@H](C)C=1C(=NC=CC1)CC)=O